C(C)C1=C(N(C=2C1=NC=CC2)C[C@@H]2NCCC2)C(=O)[O-] Ethyl-[(2R)-pyrrolidin-2-ylmethyl]-1H-pyrrolo[3,2-b]pyridine-2-carboxylate